N4,N4'-Diphenyl-[1,1'-Biphenyl]-4,4'-diamin C1(=CC=CC=C1)NC1=CC=C(C=C1)C1=CC=C(C=C1)NC1=CC=CC=C1